OC(=O)C(F)(F)F.CC1(N(C(=NO1)C1[C@H]2CNC[C@@H]12)C1=CC=CC=C1)C (1R,5S,6r)-6-(5,5-dimethyl-4-phenyl-4,5-dihydro-1,2,4-oxadiazol-3-yl)-3-azabicyclo[3.1.0]hexane TFA Salt